BrC1=C(N=C(C=2N1N=CC2)N2CCC1(CC2)CC2=C(C=NC=C2)[C@H]1N[S@](=O)C(C)(C)C)C (R)-N-[(7S)-1'-(7-bromo-6-methyl-pyrazolo[1,5-a]pyrazin-4-yl)spiro[5,7-dihydrocyclopenta[c]pyridine-6,4'-piperidine]-7-yl]-2-methyl-propane-2-sulfinamide